N-(4-bromophenyl)-N-(4-(9-phenyl-9H-carbazol-3-yl)phenyl)-[1,1'-biphenyl]-4-amine BrC1=CC=C(C=C1)N(C1=CC=C(C=C1)C1=CC=CC=C1)C1=CC=C(C=C1)C=1C=CC=2N(C3=CC=CC=C3C2C1)C1=CC=CC=C1